C1CC12CCN(CC2)C2=C(C(=O)NC=1C=C3C=CC=NC3=C(C1F)N1CCC(CC1)(F)F)C=CC(=C2)NS(=O)(=O)[C@@H](CO)C 2-{6-Azaspiro[2.5]octane-6-yl}-N-[8-(4,4-difluoropiperidin-1-yl)-7-fluoroquinolin-6-yl]-4-[(2R)-1-hydroxypropane-2-sulfonylamino]benzamide